O=C1NC(CCC1N1CC=2C(=CC=C(C2C1=O)C#N)S(=O)(=O)C)=O 2-(2,6-dioxopiperidin-3-yl)-7-(methylsulfonyl)-3-oxoisoindoline-4-carbonitrile